P(=O)(OCN1N=C2C(=C(C=CC2=C1)\C=C(\C(=O)NC=1C(=NC(=CC1C)OC)C)/F)F)(O)O (Z)-(7-fluoro-6-(2-fluoro-3-((6-methoxy-2,4-dimethylpyridin-3-yl)amino)-3-oxoprop-1-en-1-yl)-2H-indazol-2-yl)methyl dihydrogen phosphate